2-ethyl-6-[(±)-tetrahydrofuran-3-yl]-6,7-dihydro-4H-pyrazolo[1,5-a]pyrrolo[3,4-d]pyrimidine-5,8-dione C(C)C1=NN2C(NC3=C(C2=O)CN(C3=O)[C@H]3COCC3)=C1 |r|